N-(3,4-dihydroxy-9,10-dioxo-9,10-dihydroanthracen-2-yl)-4-nitrobenzenesulfonamide OC=1C(=CC=2C(C3=CC=CC=C3C(C2C1O)=O)=O)NS(=O)(=O)C1=CC=C(C=C1)[N+](=O)[O-]